COC=1C=C2C=CC(=CC2=CC1)[C@@H](C(=O)OC1=CC=C(C=C1)C(N)=O)C 4-carbamoylphenyl (S)-2-(6-methoxynaphthalen-2-yl)propanoate